1-(2-hydroxy-4-methoxyphenyl)-2-(4-hydroxy-3-methoxy-phenyl)ethanone pyridinemethanesulfonic acid salt N1=C(C=CC=C1)CS(=O)(=O)O.OC1=C(C=CC(=C1)OC)C(CC1=CC(=C(C=C1)O)OC)=O